ClC1=CC=C(C=C2C(N(C(S2)=S)C(C(=O)O)C)=O)C=C1 2-[5-(4-chlorobenzylidene)-4-oxo-2-thioxo-1,3-thiazolidin-3-yl]propionic acid